ClC1=CC=C(C=C1)C(C)(C#C)C=1N=C(SC1)NC(=O)N1CC(C1)CN1CCNCC1 N-(4-(2-(4-chlorophenyl)but-3-yn-2-yl)thiazol-2-yl)-3-(piperazin-1-ylmethyl)azetidine-1-carboxamide